C1(CC1)CN1CCC2(C[C@@H]2C(=O)NC(CC)(CCCCCC(CC)=O)C=2NC=C(N2)C=2C=C3C=CC(=NC3=CC2OC)C)CC1 (1S)-6-(Cyclopropylmethyl)-N-{3-[4-(7-methoxy-2-methylchinolin-6-yl)-1H-imidazol-2-yl]-9-oxoundecan-3-yl}-6-azaspiro[2.5]octan-1-carboxamid